C(CCC)NC=1C2=C(N=C(N1)NC(OC)=O)C(=NN2CC2=C(C=C(C=C2)CO)OC)C Methyl (7-(butylamino)-1-(4-(hydroxymethyl)-2-methoxybenzyl)-3-methyl-1H-pyrazolo[4,3-d]pyrimidin-5-yl)carbamate